CC1(N=CSC1)C(=O)OCC 4-methyl-4-thiazolecarboxylic acid, ethyl ester